COC=1C=C(C2=CC=CC=C2C1)C1C(CC=2C(NC=NC2C1)=O)C 7-(3-methoxy-1-naphthyl)-6-methyl-5,6,7,8-tetrahydro-3H-quinazolin-4-one